(S)-1-(tert-butyl)-N-(2-methyl-4-(3-(3-(N-methylacrylamido)piperidin-1-yl)pyridin-4-yl)benzyl)-1H-1,2,3-triazole-4-carboxamide C(C)(C)(C)N1N=NC(=C1)C(=O)NCC1=C(C=C(C=C1)C1=C(C=NC=C1)N1C[C@H](CCC1)N(C(C=C)=O)C)C